N1(CCOCC1)C(=O)[C@H]1CN(CC1)C(=O)OCC1=CC=CC=C1 benzyl (R)-3-(morpholine-4-carbonyl)pyrrolidine-1-carboxylate